FC1=C(C=C(C=C1)S(=O)(=O)C)N1N=CC(=C1C(=N)Cl)C(F)(F)F (2-fluoro-5-methanesulfonylphenyl)-4-(trifluoromethyl)-1H-pyrazole-5-carbonimidoyl chloride